ClC=1C(=NC=C(C1)Cl)C(C(C)=O)C 3-(3,5-dichloro-2-pyridinyl)butan-2-one